ClC1=C(C=CC(=C1)C(F)(F)F)NC(CN1C=2N(C(C3=C1[C@H](OC31CCNCC1)C)=O)N=C(N2)C2=NC=CC=C2)=O (R)-N-(2-chloro-4-(trifluoromethyl)phenyl)-2-(5-methyl-8-oxo-2-(pyridin-2-yl)-5,8-dihydro-4H-spiro[furo[3,4-d][1,2,4]triazolo[1,5-a]pyrimidine-7,4'-piperidin]-4-yl)acetamide